3-(((7-(1H-pyrazol-4-yl)-2,3-dihydrofuro[3,2-c]pyridin-4-yl)amino)methyl)-N-(pyrimidin-5-ylmethyl)benzamide N1N=CC(=C1)C=1C2=C(C(=NC1)NCC=1C=C(C(=O)NCC=3C=NC=NC3)C=CC1)CCO2